CC1(OC=C(O1)[C@@H]1C([C@@H]2[C@@H](OC(O2)(C)C)O1)O)C (3aR,5S,6aR)-5-((R)-2,2-dimethyl-1,3-dioxol-4-yl)-2,2-dimethyltetrahydrofurano[2,3-d][1,3]dioxol-6-ol